(7-((2S,5R)-2,5-diethyl-4-(1-(1-methyl-2,3-dihydro-1H-pyrido[2,3-b][1,4]oxazin-6-yl)ethyl)piperazin-1-yl)-4-methyl-5-oxo-4,5-dihydro-2H-pyrazolo[4,3-b]pyridin-2-yl)acetonitrile C(C)[C@@H]1N(C[C@H](N(C1)C(C)C=1C=CC2=C(OCCN2C)N1)CC)C=1C=2C(N(C(C1)=O)C)=CN(N2)CC#N